CS(=O)(=O)N1CC2(C1)CN(CCC2)C2=NC(=NC=C2)C2=CN=C1N2C=C(C=C1)C(F)(F)F 2-(methylsulfonyl)-6-(2-(6-(trifluoromethyl)imidazo[1,2-a]pyridin-3-yl)pyrimidin-4-yl)-2,6-diazaspiro[3.5]nonane